FC(C1=NN=C(O1)C=1C=CC(=NC1)CN1N=C(N=N1)C1=CC=C2CNC(C2=C1)=O)F 6-(2-((5-(5-(difluoromethyl)-1,3,4-oxadiazol-2-yl)pyridin-2-yl)methyl)-2H-tetrazol-5-yl)isoindolin-1-one